OC1=C2C([C@@H]([C@H](OC2=CC(=C1)O)C1=CC(=C(C=C1)O)O)O)=O (2R,3R)-5,7,3',4'-tetrahydroxydihydroflavonol